2,4-Dichloro-5-(3-(methyl(prop-2-yn-1-yl)amino)propoxy)aniline ClC1=C(N)C=C(C(=C1)Cl)OCCCN(CC#C)C